C1(CC1)NC(C([C@H](CCCC)NC(=O)C1C2C(C2CN1)(C)C)=O)=O N-[(3S)-1-(cyclopropylamino)-1,2-dioxoheptan-3-yl]-6,6-dimethyl-3-azabicyclo[3.1.0]hexane-2-carboxamide